BrC=1C=CC=C2CCCCC12 8-bromo-1,2,3,4-tetrahydronaphthalene